C1CN(CCN1)C2=NC3=C(C=CC(=C3)Cl)NC4=CC=CC=C42 The molecule is a dibenzodoazepine substituted with chloro and piperazino groups which is a major metabolite of clozapine; a potent and selective 5-HT2C serotonin receptor antagonist. It has a role as a metabolite, a delta-opioid receptor agonist and a serotonergic antagonist. It is a dibenzodiazepine, a member of piperazines and an organochlorine compound.